(1-(methylsulfonyl)prop-2-ynyl)azetidine-1-carboxylic acid benzyl ester C(C1=CC=CC=C1)OC(=O)N1C(CC1)C(C#C)S(=O)(=O)C